COC1=C(C=C(C=C1)C)[C@@]1([C@@H](C1)C1=CC(=CC=C1)C(F)(F)F)C(=O)NS(=O)(=O)C=1C=2C=CC(=NC2C=CC1)C |r| rac-(1r,2s)-1-(2-methoxy-5-methylphenyl)-N-(2-methylquinoline-5-sulfonyl)-2-[3-(trifluoromethyl)phenyl]cyclopropane-1-carboxamide